C(C)(C)(C)OC(NCCCCCCCCCC1=CC=CC=2N(C(N(C21)C)=O)C2C(NC(CC2)=O)=O)=O [9-[1-(2,6-Dioxopiperidin-3-yl)-3-methyl-2-oxo-1,3-benzodiazol-4-yl]nonyl]carbamic acid tert-butyl ester